N1(CCC1)C[C@@H](C(=O)O)CC (S)-2-(azetidin-1-ylmethyl)butanoic acid